1-(4-bromo-2-fluorophenyl)-3-(2-chloro-4-hydroxyphenyl)urea BrC1=CC(=C(C=C1)NC(=O)NC1=C(C=C(C=C1)O)Cl)F